CC=1C=C(C=CC1)C=1C=C(C=2OCCNC2N1)NC1=CC=NC=C1 N-[6-(3-methylphenyl)-2H,3H,4H-pyrido[3,2-b][1,4]-oxazin-8-yl]pyridin-4-amine